3,5-difluoro-4-(5-fluoro-2-((2-hydroxyethyl)amino)quinazolin-6-yl)pyridin tert-butyl-5-amino-4-(5-bromo-1-oxo-isoindolin-2-yl)-5-oxo-pentanoate C(C)(C)(C)OC(CCC(C(=O)N)N1C(C2=CC=C(C=C2C1)Br)=O)=O.FC=1C=NC=C(C1C=1C(=C2C=NC(=NC2=CC1)NCCO)F)F